N-(4-fluoro-2-hydroxy-5-(3-(4-((4-(trifluoromethyl)phenyl)thio)phenyl)ureido)phenyl)methanesulfonamide FC1=CC(=C(C=C1NC(=O)NC1=CC=C(C=C1)SC1=CC=C(C=C1)C(F)(F)F)NS(=O)(=O)C)O